2-((1-(4-bromothiazol-5-yl)ethyl)amino)ethan-1-ol BrC=1N=CSC1C(C)NCCO